5-((1r,4r)-2-oxa-5-azabicyclo[2.2.1]hept-5-yl)pyridin-2-amine [C@H]12OC[C@H](N(C1)C=1C=CC(=NC1)N)C2